2-((3-fluorophenyl)amino)-9-(trifluoromethyl)-7H-pyrimido[5',4':3,4]cyclopenta[1,2-c]quinolin-7-one FC=1C=C(C=CC1)NC=1C=C2C3=C(C=NC2=CC1)C(C1=C3C=NC(=N1)C(F)(F)F)=O